2-(4-cyclopropyl-2,6-dimethylphenyl)-5-(pyrrolidin-1-yl)-2,6-dihydro-7H-[1,2,3]triazolo[4,5-d]pyrimidine-7-thione C1(CC1)C1=CC(=C(C(=C1)C)N1N=C2C(N=C(NC2=S)N2CCCC2)=N1)C